COC(=O)C=1C(=C(C2=C(C(=CO2)C)C1)F)NC1=C(C=C(C=C1)I)F 7-Fluoro-6-((2-fluoro-4-iodophenyl)amino)-3-methylbenzofuran-5-carboxylic acid methyl ester